NC1=NC2=CC=C(C=C2C=C1C)C(=O)N(CC1=NC=C(C=C1)C(F)(F)F)C[C@@H]1C[C@H](CC1)O 2-amino-N-(((1S,3S)-3-hydroxycyclopentyl)methyl)-3-methyl-N-((5-(trifluoromethyl)-2-pyridinyl)methyl)-6-quinolinecarboxamide